C(CCC)OC1(C(C(C=2C=CC3=CC=CC=C3C2C1)=O)(F)F)C (butoxy)-methyl-2,2-difluoro-3,4-dihydrophenanthren-1(2H)-one